[Cl-].NC1=CC=2C=CC=3N(C2C=C1)C1=C([NH+]3)C=CC=C1 3-aminobenzimidazo[3,2-a]quinolinium chloride